FC=1C=C(C=CC1F)[C@H]1[C@@H](CN(CC1)C(=O)OC(C)(C)C)O tert-butyl (3s,4s)-4-(3,4-difluorophenyl)-3-hydroxypiperidine-1-carboxylate